FC1(C(CNCC1)NC(=O)C1=C(OC2=C1C=C(C=C2)OCC=2N(C=CN2)C)C)F N-(4,4-difluoropiperidin-3-yl)-2-methyl-5-((1-methyl-1H-imidazol-2-yl)methoxy)benzofuran-3-carboxamide